COC=1C=CC(=C(OCCNC(OC(C)(C)C)=O)C1)B1OC(C(O1)(C)C)(C)C tert-butyl 2-(5-methoxy-2-(4,4,5,5-tetramethyl-1,3,2-dioxaborolan-2-yl)phenoxy)ethylcarbamate